FC1=CC2=C(N(C(=N2)N2C[C@H]([C@@H](CC2)F)N)CC=2SC(=NN2)C)C(=C1)F (3r,4r)-1-(5,7-difluoro-1-((5-methyl-1,3,4-thiadiazol-2-yl)methyl)-1H-benzo[d]imidazol-2-yl)-4-fluoropiperidin-3-amine